5-(4-(2-(5-amino-8-(furan-2-yl)-1-methyl-2-oxo-1H-pyrazolo[5,1-i]purin-3(2H)-yl)ethyl)piperazin-1-yl)-2,4-difluoro-N-methylbenzamide NC=1N2C(C=3N(C(N(C3N1)CCN1CCN(CC1)C=1C(=CC(=C(C(=O)NC)C1)F)F)=O)C)=CC(=N2)C=2OC=CC2